BrC=1C(=C(C(=O)NC2=C(C=C(C=C2[N+](=O)[O-])Cl)Cl)C(=C(C1)C(C)(C)C)O)C 3-bromo-5-tert-butyl-N-(2,4-dichloro-6-nitro-phenyl)-6-hydroxy-2-methyl-benzamide